2-(1-cyclohexylpiperidin-4-yl)-5-fluoro-2H-indazole-7-carboxamide C1(CCCCC1)N1CCC(CC1)N1N=C2C(=CC(=CC2=C1)F)C(=O)N